C(C)(C)(C)OC(=O)N[C@@H](C)C1=NC=NN1C=1SC(=CN1)C(=O)O 2-[5-[(1S)-1-(tert-butoxycarbonyl-amino)ethyl]-1,2,4-triazol-1-yl]thiazole-5-carboxylic acid